FC(C(=O)O)(F)F.C(C)OC1=NC=CC(=C1C(=O)OCC([C@H](C[C@H]1C(NCC1)=O)NC([C@@H](NC(=O)C=1NC2=CC=CC(=C2C1)OC)CC(C)C)=O)=O)C (3S)-3-({N-[(4-methoxy-1H-indol-2-yl)carbonyl]-L-leucyl}amino)-2-oxo-4-[(3S)-2-oxopyrrolidin-3-yl]butyl 2-ethoxy-4-methylpyridine-3-carboxylate, trifluoroacetate salt